1-(3-Chloropyridin-2-yl)-7-(trifluoromethyl)pyrido[2,3-d]pyrimidine-2,4(1H,3H)-dione ClC=1C(=NC=CC1)N1C(NC(C2=C1N=C(C=C2)C(F)(F)F)=O)=O